ClC(C(O[C@@H]1[C@H](OC(C)=O)[C@@H](OC(C)=O)[C@H](OC(C)=O)[C@H](O1)CO)=N)(Cl)Cl 2,3,4-tri-O-acetyl-α-D-glucopyranosyl trichloroacetimidate